COC1=CC(=C(C=C1)N(C(OCC1=CC=CC=C1)=O)C1=CC2=C(C=N1)N(C(N2CC2CCN(CC2)C)=O)C)C Benzyl (4-Methoxy-2-methylphenyl)(3-methyl-1-((1-methylpiperidin-4-yl)methyl)-2-oxo-2,3-dihydro-1H-imidazo[4,5-c]pyridin-6-yl)carbamate